methyl 7-(propan-2-yl)-5,6,7,8-tetrahydro-1,7-naphthyridine-2-carboxylate CC(C)N1CCC=2C=CC(=NC2C1)C(=O)OC